N-(4-{[6-(5-chloro-2-fluorophenyl)-3-methylpyridazin-4-yl]amino}pyridin-2-yl)-3-(thiomorpholin-4-yl)propanamide ClC=1C=CC(=C(C1)C1=CC(=C(N=N1)C)NC1=CC(=NC=C1)NC(CCN1CCSCC1)=O)F